CN(C1[NH+](CC(N1C)C)C)C 2-dimethylamino-1,3,4-trimethylimidazolinium